3-chloro-5-(2,6-difluorophenyl)-9-(3-fluoroazetidin-1-yl)-6H-pyrazolo[1,5-a][1,3,5]benzotriazepine ClC=1C=NN2C1N=C(NC1=C2C=C(C=C1)N1CC(C1)F)C1=C(C=CC=C1F)F